3-carbamoyl-4-(4,5-dichloro-2-hydroxyphenyl)pyrrolidine-1-carboxylic acid tert-butyl ester C(C)(C)(C)OC(=O)N1CC(C(C1)C1=C(C=C(C(=C1)Cl)Cl)O)C(N)=O